8-methyl-5,8-diazaspiro[3.5]nonane CN1CCNC2(CCC2)C1